NC1=C(SC=2N=C(N=C(C21)C)C)C(=O)NC2CC=1C=CC(=NC1CC2)N2CC(C(C2)COCC)N 5-amino-N-{2-[3-amino-4-(ethoxymethyl)pyrrolidin-1-yl]-5,6,7,8-tetrahydroquinolin-6-yl}-2,4-dimethylthieno[2,3-d]pyrimidine-6-carboxamide